(R)-3-(4-bromophenoxy)-2-hydroxypropionic acid ethyl ester C(C)OC([C@@H](COC1=CC=C(C=C1)Br)O)=O